4-Bromo-2-((4-cyanobenzyl)carbamoyl)benzyl (E)-N'-(4-bromophenyl)carbamimidothioate hydrobromide Br.BrC1=CC=C(C=C1)\N=C(/N)\SCC1=C(C=C(C=C1)Br)C(NCC1=CC=C(C=C1)C#N)=O